ClC1=CC=C2CCN(C2=C1)C1=NC=CC=N1 6-chloro-N-pyrimidinyl-indoline